NC1=CC(=C(C(=O)N(C2=CC=C(C3=NON=C32)[N+](=O)[O-])C3=C(C=C(C=C3)F)C3CC3)C=C1Cl)OC 4-Amino-5-chloro-N-(2-cyclopropyl-4-fluorophenyl)-2-methoxy-N-(7-nitrobenzo[c][1,2,5]oxadiazol-4-yl)benzamide